tert-butyl (1-(4-amino-2-((4-((2-(piperidin-1-yl)ethyl)carbamoyl)phenyl)ethynyl)phenyl)piperidin-3-yl)carbamate NC1=CC(=C(C=C1)N1CC(CCC1)NC(OC(C)(C)C)=O)C#CC1=CC=C(C=C1)C(NCCN1CCCCC1)=O